FC1=CC=C(C=C1)NC(NC=1C=C(C=CC1)C=1N=C(NC1C1=CC(=NC=C1)NC(C)=O)SC)=O N-(4-(4-(3-(3-(4-fluorophenyl)ureido)phenyl)-2-(methylthio)-1H-imidazol-5-yl)pyridin-2-yl)acetamide